O=C1OC(CC1C1CC2C(C3=CC=CC=C13)C(=O)OC2=O)=O 4-(2,5-dioxotetrahydrofurane-3-yl)-1,2,3,4-tetrahydronaphthalene-1,2-dicarboxylic anhydride